BrC1=C(C2=C(C=3N(CCO2)C=C(N3)I)C=C1)F 9-bromo-8-fluoro-2-iodo-5,6-dihydrobenzo[f]imidazo[1,2-d][1,4]oxazepine